4-[4-cyclopropyl-2-(trifluoromethoxy)phenyl]-2-methyl-N-[(3R)-1-methylpiperidin-3-yl]pyrazolo[1,5-d][1,2,4]triazin-7-amine C1(CC1)C1=CC(=C(C=C1)C=1C=2N(C(=NN1)N[C@H]1CN(CCC1)C)N=C(C2)C)OC(F)(F)F